C1=CC=CC=2C3=CC=CC=C3N(C12)C1=C(C(=C(C(=C1C#N)C1=CC=NC=C1)N1C2=CC=CC=C2C=2C=CC=CC12)C1=CC=C(C=C1)N1C2=CC=CC=C2C=2C=C(C=CC12)C1=CC=CC=C1)C1=CC=C(C=C1)N1C2=CC=CC=C2C=2C=C(C=CC12)C1=CC=CC=C1 3',6'-di(9H-carbazol-9-yl)-4,4''-bis(3-phenyl-9H-carbazol-9-yl)-5'-(pyridin-4-yl)-[1,1':2',1''-terphenyl]-4'-carbonitrile